BrC=1SC=2CN(CCC2N1)C1=NC(=NC2=CC=C(C=C12)Cl)C 2-bromo-5-(6-chloro-2-methylquinazolin-4-yl)-4,5,6,7-tetrahydrothiazolo[5,4-c]pyridine